3-(4,4,5,5-tetramethyl-1,3,2-dioxaborolan-2-yl)-5-dibenzofuranyl-pyridine CC1(OB(OC1(C)C)C=1C=NC=C(C1)C1=CC=CC=2OC3=C(C21)C=CC=C3)C